8-(3-(4H-Naphtho[1,2,3,4-def]carbazol-4-yl)triphenylen-2-yl)-2,4-diphenylbenzofuro[3,2-d]pyrimidin C1=CC=C2N(C=3C=CC=C4C3C2=C1C1=CC=CC=C14)C=1C(=CC=4C2=CC=CC=C2C2=CC=CC=C2C4C1)C=1C=CC4=C(C1)C=1N=C(N=C(C1O4)C4=CC=CC=C4)C4=CC=CC=C4